1-(octan-2-yloxy)dodec-1-ene CC(CCCCCC)OC=CCCCCCCCCCC